(5RS)-3-Oxo-2-(pyridin-3-ylmethyl)-2,3,5,6,7,8-hexahydro[1,2,4]triazolo[4,3-a]pyridin O=C1N(N=C2N1CCCC2)CC=2C=NC=CC2